4-(diphenylamino)benzene C1(=CC=CC=C1)N(C1=CC=CC=C1)C1=CC=CC=C1